5-bromo-2-thiopheneacetonitrile BrC1=CC=C(S1)CC#N